8-(5,6-dichloropyridin-3-yl)-2-(2-(3-fluoro-3-(fluoromethyl)azetidin-1-yl)-2-oxoethyl)pyrrolo[1,2-a]pyrazin-1(2H)-one ClC=1C=C(C=NC1Cl)C=1C=CN2C1C(N(C=C2)CC(=O)N2CC(C2)(CF)F)=O